CN1C(N(C2=C1C=C(C=C2)C2=CC=C(C=C2)CCC(N2CCNCC2)=O)C2C(NC(CC2)=O)=O)=O 3-(3-methyl-2-oxo-5-{4-[3-oxo-3-(piperazin-1-yl)propyl]phenyl}-1,3-benzodiazol-1-yl)piperidine-2,6-dione